N-(2,5-di-tert-butylphenyl)-2,4-dimethyl-2-(naphthalen-1-yl)pent-4-en-1-imine C(C)(C)(C)C1=C(C=C(C=C1)C(C)(C)C)N=CC(CC(=C)C)(C1=CC=CC2=CC=CC=C12)C